C1(CC1)C1=NN(C=N1)C1CC2(CN(C2)C(=O)N2C[C@H]3[C@@H](C2)CC(C3)OC3=CC(=C(C=C3)C(F)(F)F)Cl)C1 |r| [6-(3-cyclopropyl-1,2,4-triazol-1-yl)-2-azaspiro[3.3]heptan-2-yl]-[rac-(3aS,6aR)-5-[3-chloro-4-(trifluoromethyl)phenoxy]-3,3a,4,5,6,6a-hexahydro-1H-cyclopenta[c]pyrrol-2-yl]methanone